N1(C=NC=C1)C(=O)N1C=NC=C1 Di(imidazol-1-yl)methanone